N-(4-fluoro-5-(((5'S)-2-hydroxy-5'-methyl-7H-spiro[furo[2,3-b]pyrazine-6,3'-pyrrolidin]-1'-yl)methyl)thiazol-2-yl)acetamide FC=1N=C(SC1CN1CC2(C[C@@H]1C)CC=1C(=NC=C(N1)O)O2)NC(C)=O